N'-hydroxy-5-((3-(4-(trifluoromethoxy)phenyl)-1,2,4-oxadiazol-5-yl)amino)picolinimidamide ON=C(C1=NC=C(C=C1)NC1=NC(=NO1)C1=CC=C(C=C1)OC(F)(F)F)N